COC(C)(C)CC Methyl-t-amylether